(S)-2-(tert-butoxycarbonylamino)-3-phenylpropyl methanesulfonate CS(=O)(=O)OC[C@H](CC1=CC=CC=C1)NC(=O)OC(C)(C)C